C1(=CC(=CC=C1)C[C@@H]1N(CCC[C@H]1NS(=O)(=O)C)C(=O)NCC)C1=CC=CC=C1 trans-2-(biphenyl-3-ylmethyl)-N-ethyl-3-((methylsulfonyl)amino)piperidine-1-carboxamide